ClC1=NC=CC(=N1)C1=CN(C2=CN=CC=C21)C(C)C 3-(2-chloropyrimidin-4-yl)-1-isopropyl-1H-pyrrolo[2,3-c]pyridine